benzyl-ethyl-aluminium hydride C(C1=CC=CC=C1)[AlH]CC